tert-Butyl N-[(1S,2S,4Z,6R)-8-oxo-7-oxabicyclo[4.2.2]dec-4-en-2-yl]carbamate O=C1O[C@H]2\C=C/C[C@@H]([C@@H]1CC2)NC(OC(C)(C)C)=O